ClC1=NC(=CC(=C1)C(F)(F)F)COCC1=CC(=C(C(=C1)[N+](=O)[O-])OC)C1=NN(C=N1)C 2-Chloro-6-(((4-methoxy-3-(1-methyl-1H-1,2,4-triazol-3-yl)-5-nitrobenzyl)oxy)methyl)-4-(trifluoromethyl)pyridine